C(#N)C1=CC(=C(C=C1)C=1C(=NN(C1O)C1=NC=C(C(=O)O)C=C1)C)F 6-(4-(4-cyano-2-fluorophenyl)-5-hydroxy-3-methyl-1H-pyrazol-1-yl)nicotinic acid